N-(8,9-Difluoro-6-oxo-1,4,5,6-tetrahydro-2H-pyrano[3,4-c]isoquinolin-1-yl)-3,4,5-trifluoro-N-methylbenzamide FC=1C(=CC=2C3=C(NC(C2C1)=O)COCC3N(C(C3=CC(=C(C(=C3)F)F)F)=O)C)F